C(C)(C)OC=1C(=NC=C(C1)CN1C[C@H](NCC1)C1=C(C=CC=C1)C)N1CCOCC1 4-(3-isopropoxy-5-{[(3R)-3-(2-methylphenyl)piperazin-1-yl]methyl}pyridin-2-yl)morpholine